tert-butyl (2S,5R)-2-(3-bromophenyl)-5-methyl-4-(2-methylpropanoyl)piperazine-1-carboxylate BrC=1C=C(C=CC1)[C@@H]1N(C[C@H](N(C1)C(C(C)C)=O)C)C(=O)OC(C)(C)C